BrC1=C(C=C(C(=C1)CO)Br)CO 2,5-dibromo-1,4-benzenedimethanol